N=1N=CC=2C1CNC2 5,6-dihydropyrrolo[3,4-c]pyrazol